S1C(=NC2=C1C=CC=C2)COC=2C=C1C(=CC(=NC1=CC2)C(=O)N2CCC(CC2)(C(=O)N)C2=CC=CC=C2)C(=O)N2CCCCC2 1-(6-(benzo[d]thiazol-2-yl-methoxy)-4-(piperidine-1-carbonyl)quinoline-2-carbonyl)-4-phenylpiperidine-4-carboxamide